Cyclopentane-1-carboxylic acid tert-butyl ester C(C)(C)(C)OC(=O)C1CCCC1